[C@@H](C)(CC)OC1=C(C=C(C=C1)C1=CC(=NC=N1)C(=O)O)Cl (R)-6-(4-sec-butoxy-3-chloro-phenyl)pyrimidine-4-carboxylic acid